CC=1C(N(C(=CC1)C)COCC)=O methyl-1-(ethoxymethyl)-6-methylpyridin-2(1H)-one